6-chloro-2-methyl-N-(6-methylpyridin-2-yl)nicotinamide ClC1=NC(=C(C(=O)NC2=NC(=CC=C2)C)C=C1)C